6-benzyloxy-2-(4-methoxy-2-nitrophenyl)-3,4-dihydronaphthalene-1(2H)-one C(C1=CC=CC=C1)OC=1C=C2CCC(C(C2=CC1)=O)C1=C(C=C(C=C1)OC)[N+](=O)[O-]